C(C)(C)(C)OC(C[C@@H](C(=O)N1C(OC[C@H]1CC1=CC=CC=C1)=O)CC1CCCCC1)=O.[Si](C)(C)(C(C)(C)C)OC(S(=O)(=O)O)C(C(C1=CC=CC=C1)C1=CC=CC=C1)C ((tert-butyldimethylsilyl) oxy)-1,1-diphenylpropan-2-ylmethanesulfonate tert-butyl-(S)-4-((R)-4-benzyl-2-oxooxazolidin-3-yl)-3-(cyclohexylmethyl)-4-oxobutyrate